FC(C=1C(=C(C=CC1)[C@@H](C)NC=1C2=C(N=C(N1)C)C=NC(=C2)O[C@@H]2COCC2)O[C@@H]2COCC2)F N-{(1R)-1-[3-(difluoromethyl)-2-{[(3S)-oxolan-3-yl]oxy}phenyl]ethyl}-2-methyl-6-{[(3S)-oxolan-3-yl]oxy}pyrido[3,4-d]pyrimidin-4-amine